4-hydroxy-N-(4-(2-morpholinoethyl)phenyl)benzamide OC1=CC=C(C(=O)NC2=CC=C(C=C2)CCN2CCOCC2)C=C1